C(C)(C)(C)OC(NC1CC2(C1)CCN(CC2)C[C@@H]2CC[C@H](CC2)N2C(N=C(C=C2)N)=O)=O (7-((trans-4-(4-amino-2-oxopyrimidin-1(2H)-yl)cyclohexyl)methyl)-7-azaspiro[3.5]non-2-yl)carbamic acid tert-butyl ester